COC1(CCCC1)OC1(CCCC1)OC methoxycyclopentylether